C(C)(C)(C)OC(=O)N1C[C@]2(CCN3N=C(C=C32)C=3C=NC(=C(C3)O[C@@H](C)C=3C=NC=CC3)N)CC1 |&1:9| (rac)-tert-butyl-2'-{6-amino-5-[(1S)-1-(pyridin-3-yl)ethoxy]pyridin-3-yl}-5',6'-dihydrospiro[pyrrolidine-3,4'-pyrrolo[1,2-b]pyrazole]-1-carboxylate